ClC1=CC=C(C=C1)C1=CC2=C(N=CN(C2=O)[C@H](CO)C)C(=N1)N1N=CC=C1 (S)-6-(4-chlorophenyl)-3-(1-hydroxypropan-2-yl)-8-(1H-pyrazol-1-yl)pyrido[3,4-d]pyrimidin-4(3H)-one